(2-amino-2-oxo-ethoxy)azetidine-1-carboxylic acid tert-butyl ester C(C)(C)(C)OC(=O)N1C(CC1)OCC(=O)N